3-(difluoromethyl)-7-(3,5-difluorophenyl)-N-[(4S)-3,4-dihydro-2H-1-benzopyran-4-yl]thieno[3,2-b]pyridine-2-carboxamide FC(C1=C(SC=2C1=NC=CC2C2=CC(=CC(=C2)F)F)C(=O)N[C@H]2CCOC1=C2C=CC=C1)F